2-azabicyclo[2.2.1]Hept-5-en-3-one C12NC(C(C=C1)C2)=O